NC1=C(N=CC(=N1)N1CCC2(CC1)CC1=C(C=NC=C1)[C@H]2N)SC2=C(C(=NC=C2)N)Cl (S)-1'-(6-amino-5-((2-amino-3-chloropyridin-4-yl)thio)pyrazin-2-yl)-5,7-dihydrospiro[cyclopenta[c]pyridine-6,4'-piperidin]-7-amine